tert-butyl {di(tert-butoxy)-N-[5-chloro-7-(trifluoromethyl) (1,3-thiazolo[5,4-b]pyridin-2-yl)] carbonylamino}carboxylate C(C)(C)(C)OS1(C(=NC=2C1=NC(=CC2C(F)(F)F)Cl)C(=O)NC(=O)OC(C)(C)C)OC(C)(C)C